N1-(2-(2,6-dioxopiperidin-3-yl)-1-oxoisoindolin-4-yl)-N8-hydroxyoctanediamide O=C1NC(CCC1N1C(C2=CC=CC(=C2C1)NC(CCCCCCC(=O)NO)=O)=O)=O